F[P-](F)(F)(F)(F)F.CC1=CC=C(C=C1)[I+]C1=CC=C(C=C1)CC(C)C (4-Methylphenyl)[4-(2-methylpropyl)phenyliodonium] hexafluorophosphate